COC(=O)C1CC1 The molecule is a methyl ester derived from cyclopropanecarboxylic acid. It is a methyl ester and a member of cyclopropanes. It derives from a cyclopropanecarboxylic acid.